[Co].IC=1C(=C(C(=NC1C=1OC=C(N1)C(C)C)C=1OC=C(N1)C(C)C)I)Cl diiodo[2,6-bis[4-(S)-isopropyl-2-oxazolyl]-4-chloropyridine] cobalt